8-ethyl-1-oxaspiro[4.5]decan-2-one methyl-non-2-ynoate COC(C#CCCCCCC)=O.C(C)C1CCC2(CCC(O2)=O)CC1